ClC1=CC(=C(C=C1)C=1SC=CN1)C(F)(F)F 2-(4-chloro-2-(trifluoromethyl)phenyl)thiazole